tert-Butyl 4-(2-(5-(3-chloro-6-(difluoromethoxy)-2-fluorophenyl)pyridin-2-yl)-3-cyclopropylpropanamido)benzoate ClC=1C(=C(C(=CC1)OC(F)F)C=1C=CC(=NC1)C(C(=O)NC1=CC=C(C(=O)OC(C)(C)C)C=C1)CC1CC1)F